C(C1=CC=CC=C1)OC(C(Cl)(Cl)Cl)=N benzyl-2,2,2-trichloroethan-imidate